C(C=C)N1N(C2=NC(=CC=C2C1=O)NC1=NC=C(C(=N1)N[C@H](CO)C1=CC=CC=C1)C1=NC2(CO1)CCOCC2)C(C)C (S)-2-allyl-6-((4-((2-hydroxy-1-phenylethyl)amino)-5-(3,8-dioxa-1-azaspiro[4.5]dec-1-en-2-yl)pyrimidin-2-yl)amino)-1-isopropyl-1,2-dihydro-3H-pyrazolo[3,4-b]pyridin-3-one